C(C)(C)(C)N(C(O)=O)CC#CC=1C=NC=NC1.COC1=C(C(=O)NS(=O)(=O)C2=CC=C(C=C2)NC(=O)NC)C=CC=C1 N-(2-methoxybenzoyl)-4-[(methylaminocarbonyl)amino]benzenesulfonamide tert-butyl-(3-(pyrimidin-5-yl)prop-2-yn-1-yl)carbamate